2-butyl-4-(4-((1-(piperidin-4-ylmethyl)piperidin-4-yl)oxy)phenyl)-2,7-naphthyridin-1(2H)-one C(CCC)N1C(C2=CN=CC=C2C(=C1)C1=CC=C(C=C1)OC1CCN(CC1)CC1CCNCC1)=O